2-(6-(1,1'-biphenyl-4-yl)dibenzothiophene-4-yl)-4,6-diphenyl-1,3,5-triazine C1(=CC=C(C=C1)C1=CC=CC=2C3=C(SC21)C(=CC=C3)C3=NC(=NC(=N3)C3=CC=CC=C3)C3=CC=CC=C3)C3=CC=CC=C3